10-bromo-12H-benzo[4,5]thieno[3,2-a]carbazole BrC1=CC=C2C3=CC=C4C(=C3NC2=C1)C1=C(S4)C=CC=C1